methyl 2-fluoro-4-(5-vinyl-3H-[1,2,3]triazolo[4,5-b]pyridin-3-yl)benzoate FC1=C(C(=O)OC)C=CC(=C1)N1N=NC=2C1=NC(=CC2)C=C